C(O)C(C(=O)O)CCO 2,3-dimethylolpropionic acid